C(#C)C=1N=C(C=2N=CN([C@H]3[C@H](O)[C@H](O)[C@@H](CO)O3)C2N1)NOC 2-ethynyl-N6-methoxyadenosine